N-(tetrahydro-2H-pyran-4-yl)-4-(1,7-diaza-7-spiro[4.4]nonyl)-5-(3,5-difluorophenyl)nicotinamide O1CCC(CC1)NC(C1=CN=CC(=C1N1CC2(CCCN2)CC1)C1=CC(=CC(=C1)F)F)=O